(ethylamino)methyldiallyl-silane C(C)NC[SiH](CC=C)CC=C